P(=O)([O-])(O)O.C(CCCCCCCCCCCCCCCCCCCCC)(=O)O.[K+] potassium behenate phosphate